N(=C=O)CCCCCCCCCC1C=CC(C(C1C=CCCCCC)C=CCCCCC)CCCCCCCCCN=C=O 3,6-bis-(9-isocyanatononyl)-4,5-di-(1-heptenyl)cyclohexene